tert-butyl [(1R)-1-{3-[(2R or S)-4-cyclopropyl-1,1-difluoro-2-hydroxy-2-methylbut-3-yn-1-yl]-2-fluorophenyl}ethyl]carbamate C1(CC1)C#C[C@@](C(F)(F)C=1C(=C(C=CC1)[C@@H](C)NC(OC(C)(C)C)=O)F)(C)O |o1:5|